BrC1=CC=C(C=C1)NNC(CC1OCCOC1)=O N'-(4-bromophenyl)-2-(1,4-dioxan-2-yl)acetylhydrazine